L-Canalin N[C@@H](CCON)C(=O)O